CN[C@H]1[C@@H](CCCC1)NC (1R,2R)-N1,N2-dimethyl-cyclohexane-1,2-diamine